methyl (2S)-2-[[(2S)-2-[[(2S)-3-(4-fluorophenyl)-2-[(5-methylisoxazole-3-carbonyl) amino] propanoyl] amino]-4-methyl-pentanoyl] amino]-3-[(3S)-2-oxo-3-piperidyl]propanoate FC1=CC=C(C=C1)C[C@@H](C(=O)N[C@H](C(=O)N[C@H](C(=O)OC)C[C@H]1C(NCCC1)=O)CC(C)C)NC(=O)C1=NOC(=C1)C